dimethyl monocarbonate C(OC)(OC)=O